C(C)C=1C=NN2C1N=C(N=C2N(CC2=CC=C(C=C2)OC)CC2=CC=C(C=C2)OC)N2CCOCC2 8-ethyl-N,N-bis[(4-methoxyphenyl)methyl]-2-(morpholin-4-yl)pyrazolo[1,5-a][1,3,5]triazin-4-amine